(6-hydroxyhexyl)thiophene-2,5-dicarboxamide OCCCCCCC1=C(SC(=C1)C(=O)N)C(=O)N